ClC=1C(=C2C(=C(N(C2=CC1)C)C1=NNC(=N1)C(F)(F)F)C=1C=NNC1)Cl dichloro-1-methyl-3-(1H-pyrazol-4-yl)-2-(5-(trifluoromethyl)-1H-1,2,4-triazol-3-yl)-1H-indole